1-(benzo[c][1,2,5]oxadiazol-5-ylmethyl)piperidin N=1ON=C2C1C=CC(=C2)CN2CCCCC2